(8-methoxy-2-(6-methoxypyridin-3-yl)-2,3-dihydrobenzo[b][1,4]dioxin-6-yl)(7-methoxyimidazo[1,2-a]pyridin-3-yl)methanol COC1=CC(=CC2=C1OC(CO2)C=2C=NC(=CC2)OC)C(O)C2=CN=C1N2C=CC(=C1)OC